tert-butyl 1-[2-[1-[3-(2,6-dioxo-3-piperidyl)-2-oxo-1,3-benzoxazol-6-yl]-4-piperidyl]ethyl]piperidine-4-carboxylate O=C1NC(CCC1N1C(OC2=C1C=CC(=C2)N2CCC(CC2)CCN2CCC(CC2)C(=O)OC(C)(C)C)=O)=O